N1C(=CC2=CC=CC=C12)C(=O)OC methyl indole-2-carboxylate